N1N=C(N=C1)COC1=NC=C(C2=CC(=C(C=C12)F)F)[C@H](C)N(C(=O)NC1=CC(=C(C=C1)F)Cl)CCCO (S)-1-(1-(1-((1H-1,2,4-triazol-3-yl)methoxy)-6,7-difluoroisoquinolin-4-yl)ethyl)-3-(3-chloro-4-fluorophenyl)-1-(3-hydroxypropyl)urea